BrC1=C(C=C(C(=O)N2[C@@H](CC(=C(C2)N=C=S)C(=O)OCC)C)C=C1)C(F)(F)F ethyl (2R)-1-[4-bromo-3-(trifluoromethyl)benzoyl]-5-isothiocyanato-2-methyl-3,6-dihydro-2H-pyridine-4-carboxylate